2-(6-(4-acetylpiperazin-1-yl)-2-(3,6-dihydro-2H-pyran-4-yl)-5-ethyl-7-oxo-[1,2,4]triazolo[1,5-a]pyrimidin-4(7H)-yl)-N-(2-chloro-4-(trifluoromethyl)phenyl)acetamide C(C)(=O)N1CCN(CC1)C1=C(N(C=2N(C1=O)N=C(N2)C=2CCOCC2)CC(=O)NC2=C(C=C(C=C2)C(F)(F)F)Cl)CC